[6-[(Z)-2-(aminomethyl)-3-fluoro-allyloxy]-1-oxo-3,4-dihydroisoquinolin-2-yl]-N-ethyl-acetamide hydrochloride Cl.NC/C(/COC=1C=C2CCN(C(C2=CC1)=O)CC(=O)NCC)=C/F